fluoro-2-((4-fluoro-1-(4-fluorobenzyl)piperidin-4-yl)methyl)-5,6-dimethoxy-2,3-dihydrobenzothiophene 1,1-dioxide FC1(S(C2=C(C1)C=C(C(=C2)OC)OC)(=O)=O)CC2(CCN(CC2)CC2=CC=C(C=C2)F)F